methyl (3R)-2-(2-(chloromethyl) allyl)-3-methoxypyrrolidine-2-carboxylate ClCC(CC1(NCC[C@H]1OC)C(=O)OC)=C